O=C1C2=CC=CC=C2C(C=2C(=CC=C(C12)NC(CCOC1=CC(=CC=C1)P(=O)(C(C1=C(C=C(C=C1C)C)C)=O)C(C1=C(C=C(C=C1C)C)C)=O)=O)NC(CCOC1=CC(=CC=C1)P(=O)(C(C1=C(C=C(C=C1C)C)C)=O)C(C1=C(C=C(C=C1C)C)C)=O)=O)=O N,N'-(9,10-dioxo-9,10-dihydroanthracene-1,4-diyl)bis(3-(3-(bis(2,4,6-trimethylbenzoyl)phosphoryl)phenoxy)propanamide)